(1R,4R)-1-(4-(((R)-1-(3-(1,1-difluoro-2-hydroxyethyl)-2-fluorophenyl)ethyl)amino)-2-methyl-8,9-dihydrofuro[2,3-h]quinazolin-6-yl)cyclohexane-1,4-diol FC(CO)(F)C=1C(=C(C=CC1)[C@@H](C)NC1=NC(=NC2=C3C(=C(C=C12)C1(CCC(CC1)O)O)OCC3)C)F